4-(((2R)-4-(2-azabicyclo[2.2.1]heptan-2-yl)-1-(phenylthio)butan-2-yl)amino)-3-nitrobenzenesulfonamide C12N(CC(CC1)C2)CC[C@H](CSC2=CC=CC=C2)NC2=C(C=C(C=C2)S(=O)(=O)N)[N+](=O)[O-]